methyl N-(pyrazine-2-carbonyl)-O-(pyridin-2-yl)-D-serinate N1=C(C=NC=C1)C(=O)N[C@H](COC1=NC=CC=C1)C(=O)OC